pentyl 2-[2-chloro-4-fluoro-5-(1,3,4,5,6,7-hexahydro-1,3-dioxo-2H-isoindol-2-yl)-phenoxy]acetate ClC1=C(OCC(=O)OCCCCC)C=C(C(=C1)F)N1C(C=2CCCCC2C1=O)=O